1-(benzyloxy)-4-((5-(4-(trifluoromethyl)phenyl)-1,3,4-oxadiazol-2-yl)amino)pyridin-2(1H)-one C(C1=CC=CC=C1)ON1C(C=C(C=C1)NC=1OC(=NN1)C1=CC=C(C=C1)C(F)(F)F)=O